C(C)(=O)OC[C@@H]1N(CCC1)C1=C(C(=CC=C1)SCC1=CC=CC=C1)C |r| {(2RS)-1-[3-(benzylsulfanyl)-2-methylphenyl]pyrrolidin-2-yl}methyl acetate